C(C=C)(=O)OC1=C(C=C(C=C1Br)Br)Br 2,4,6-Tribromophenyl acrylate